(sulfanilamide) lithium salt [Li+].S(=O)(C1=CC=C(C=C1)N)(=O)[NH-]